Cl.N[C@H](C)C=1C(=C(C=CC1)C([C@@](C#C)(O)C)(F)F)F |o1:11| (2R or S)-1-{3-[(1R)-1-aminoethyl]-2-fluorophenyl}-1,1-difluoro-2-methylbut-3-yn-2-ol hydrogen chloride